OC[C@H]1N(CCOC1)C(=O)OCC=C allyl (R)-3-(hydroxymethyl)morpholine-4-carboxylate